NC1=C(C=2C(=NC(=C(C2)C)C)N1C1=C(C=C2C=NNC2=C1C)C)C(=O)N 2-Amino-1-(5,7-dimethyl-1H-indazol-6-yl)-5,6-dimethyl-1H-pyrrolo[2,3-b]pyridine-3-carboxamide